4-carbamimidoyl-2-fluorophenyl 2-(ethyl(3-((3-(methoxycarbonyl)phenyl)amino)-3-oxopropyl) amino)thiazole-5-carboxylate C(C)N(C=1SC(=CN1)C(=O)OC1=C(C=C(C=C1)C(N)=N)F)CCC(=O)NC1=CC(=CC=C1)C(=O)OC